2-benzyl-6-methylphenol C(C1=CC=CC=C1)C1=C(C(=CC=C1)C)O